(S)-(9H-fluoren-9-yl)methyl (4-amino-3-hydroxybicyclo[2.2.2]octan-1-yl)carbamate hydrochloride Cl.NC12[C@H](CC(CC1)(CC2)NC(OCC2C1=CC=CC=C1C=1C=CC=CC21)=O)O